ClC=1C(=CC=C(C1)S(=O)(=O)O)C 5-chloro-4-methylbenzenesulfonic acid